C(C1=CC=CC=C1)S/C(=C/C(=O)C1=CC=CC=C1)/[Si](CC)(CC)CC (E)-3-(Benzylthio)-1-phenyl-3-(triethylsilyl)prop-2-en-1-one